C1CCC12CCCCCC2 spiro[3.6]-decan